(4S,5S)-4,5-diphenyl-2-[(1S,6S)-spiro[bicyclo[4.1.0]heptane-3,2'-[1,3]dioxolan]-6-yl]-1,3,2-dioxaborolane C1(=CC=CC=C1)[C@@H]1OB(O[C@H]1C1=CC=CC=C1)[C@]12CCC3(OCCO3)C[C@@H]2C1